tert-butyl (1-((4-iodophenyl)carbamoyl)piperidin-4-yl)carbamate IC1=CC=C(C=C1)NC(=O)N1CCC(CC1)NC(OC(C)(C)C)=O